C1(CC1)C1=NC=NC(=C1C1=NC2=CC=CC=C2C(=N1)OCC1=CC=C(C=C1)N1N=C(C=C1C)C(F)(F)F)OC 2-(4-cyclopropyl-6-methoxypyrimidin-5-yl)-4-((4-(5-methyl-3-(trifluoromethyl)-1H-pyrazol-1-yl)benzyl)oxy)quinazoline